butyl (2s)-2-(cyanomethyl)piperazine-1-carboxylate C(#N)C[C@@H]1N(CCNC1)C(=O)OCCCC